N1(CCC1)C(C(C)(C)N1C(N(C2=C(C1=O)C(=C(S2)C=2OC=CN2)C)C[C@H](OC(C)C)C2=C(C=CC=C2)OC)=O)=O 3-[1-(azetidin-1-yl)-2-methyl-1-oxopropan-2-yl]-1-[(2R)-2-(2-methoxyphenyl)-2-(propan-2-yloxy)ethyl]-5-methyl-6-(1,3-oxazol-2-yl)-1H,2H,3H,4H-thieno[2,3-d]pyrimidine-2,4-dione